FC1=C(C=CC(=C1)C(F)(F)F)C=1NC=CN1 2-(2-Fluoro-4-(trifluoromethyl)phenyl)-1H-imidazole